2-(5-{cyclopropyl[(1S,2S,3R,5R)-2-fluoro-8-azabicyclo[3.2.1]octan-3-yl]amino}pyrazin-2-yl)-5-(1-methyl-1H-pyrazol-4-yl)phenol C1(CC1)N(C=1N=CC(=NC1)C1=C(C=C(C=C1)C=1C=NN(C1)C)O)[C@H]1[C@H]([C@@H]2CC[C@H](C1)N2)F